(S)-2,4-dihydroxy-3,3-dimethylbutyrate ammonium salt [NH4+].O[C@H](C(=O)[O-])C(CO)(C)C